CN1C[C@@H]([C@H](CC1)NC(=O)C1=CC(=CC=2N(C=NC21)CC(F)(F)F)C#CCNC2=C(C=C(C(=C2)Cl)S(=O)(=O)C)C2CC2)C N-[(3S,4S)-1-methyl-3-methyl-4-piperidyl]-6-[3-(5-chloro-2-cyclopropyl-4-mesylphenylamino)-1-propynyl]-1-(2,2,2-trifluoroethyl)-1H-1,3-benzimidazole-4-carboxamide